FC(N1C(C=C(C=C1)CCC=O)=O)F 3-[1-(difluoromethyl)-2-oxo-4-pyridyl]propanal